tert-butyl (3S)-3-guanidinopiperidine-1-carboxylate N(C(=N)N)[C@@H]1CN(CCC1)C(=O)OC(C)(C)C